O=C1CC(NC(C1)(C)C)(C)C 4-oxo-2,2,6,6-Tetramethylpiperidin